(R)-8-(2-aminoethyl)-N2-(3-chloro-4-fluorophenyl)-N4-(1-(thiophen-2-yl)ethyl)quinazoline-2,4-diamine NCCC=1C=CC=C2C(=NC(=NC12)NC1=CC(=C(C=C1)F)Cl)N[C@H](C)C=1SC=CC1